C1(CC1)OC1=CC=C(C=C1)N1C(N2C(CN([C@@H](C2)C)C(=O)OC(C)(C)C)=C1C(NCC1=C(C=CC=C1)C=1OC(=NN1)C)=O)=O |o1:16| tert-butyl (R*)-2-(4-cyclopropoxyphenyl)-6-methyl-1-((2-(5-methyl-1,3,4-oxadiazol-2-yl)benzyl)carbamoyl)-3-oxo-2,5,6,8-tetrahydroimidazo[1,5-a]pyrazine-7(3H)-carboxylate